4-(3-(5,6-Dimethoxypyridin-2-yl)phenyl)-1,2-oxaborolan-2-ol COC=1C=CC(=NC1OC)C=1C=C(C=CC1)C1CB(OC1)O